C1(=CC=CC=C1)CC(C(=O)O)=O β-Phenylpyruvic acid